ClC=1C=C(C=C(C1)NS(=O)(=O)C)C=1N(C(=CC1C(=O)N)C1=NC=C(C=C1C=1C=NC=C(C1)F)F)C (3-chloro-5-methanesulfonamidophenyl)-5-{5,5'-difluoro-[3,3'-bipyridin]-2-yl}-1-methylpyrrole-3-carboxamide